C1(=CC=CC=C1)S(=O)(=O)N1C(=CC=2C1=NC=CC2C=2N=C(SC2)NC(=O)[C@@H](C(C)C)NC(OC(C)(C)C)=O)C tert-Butyl N-[(1R)-1-[[4-[1-(benzenesulfonyl)-2-methyl-pyrrolo[2,3-b]pyridin-4-yl]thiazol-2-yl]carbamoyl]-2-methyl-propyl]carbamate